5-bromo-N-methoxy-N,2-dimethyl-benzamide BrC=1C=CC(=C(C(=O)N(C)OC)C1)C